4-(3-bromo-4-fluorophenylsulfonyl)thiomorpholine BrC=1C=C(C=CC1F)S(=O)(=O)N1CCSCC1